5-bromo-4-chloro-3-indolyl-beta-D-glucuronic acid cyclohexyl-ammonium salt C1(CCCCC1)[NH3+].Br[C@]1([C@]([C@@]([C@H]([C@H](O)O1)O)(O)C=1NC2=CC=CC=C2C1)(O)Cl)C(=O)[O-]